(S)-6-(4-(3-(4-chloro-3-fluorophenyl)-1-(1-methoxypropan-2-yl)-1H-pyrrolo[2,3-b]pyridine-6-carbonyl)-3,3-dimethylpiperazin-1-yl)-2,4-dimethylnicotinic acid ClC1=C(C=C(C=C1)C1=CN(C2=NC(=CC=C21)C(=O)N2C(CN(CC2)C2=NC(=C(C(=O)O)C(=C2)C)C)(C)C)[C@H](COC)C)F